FC(C(C(C(F)(F)F)(F)F)(F)F)(S(=O)(=O)O)F Perfluoro-1-butanesulfonic acid